NC1=C(C=C(C=N1)NC(C(=O)N1[C@H](C[C@H](CC1)C#N)C1=CC=CC=C1)=O)C N-(6-amino-5-methyl-3-pyridyl)-2-[(2R,4S)-4-Cyano-2-phenyl-1-piperidyl]-2-oxo-acetamide